4-[(1S,3S)-3-(5-cyclohexyl-1,3,4-thiadiazol-2-yl)-2,2-dimethylcyclopropyl]benzenesulfonamide C1(CCCCC1)C1=NN=C(S1)[C@@H]1C([C@H]1C1=CC=C(C=C1)S(=O)(=O)N)(C)C